2-((3'-(4-Chloro-2-fluorobenzyloxy)-3,5-difluorobiphenyl-4-yl)methyl)-1-(2-methoxyethyl)-1H-benzo[d]imidazol ClC1=CC(=C(COC=2C=C(C=CC2)C2=CC(=C(C(=C2)F)CC2=NC3=C(N2CCOC)C=CC=C3)F)C=C1)F